4-iodobutyl-trimethoxysilane ICCCC[Si](OC)(OC)OC